C1(CC1)CC(N1C(NCC(C1)(F)F)=C=O)C1=CN=C(S1)NC([C@H](C1CCC(CC1)(F)F)NC(OC(C)(C)C)=O)=C=O Tert-butyl ((1S)-2-((5-(2-cyclopropyl-1-(5,5-difluoro-2-carbonyltetrahydropyrimidin-1(2H)-yl)ethyl)thiazol-2-yl)amino)-1-(4,4-difluorocyclohexyl)-2-carbonylethyl)carbamate